rac-N-(4-amino-4'-fluoro-[1,1'-biphenyl]-3-yl)-4-((1R,3R)-1-oxido-3-phenyl-4,5-dihydro-3H-1λ6-isothiazol-1-yl)benzamide NC1=C(C=C(C=C1)C1=CC=C(C=C1)F)NC(C1=CC=C(C=C1)[S@]1(=N[C@H](CC1)C1=CC=CC=C1)=O)=O |r|